3-Chloro-8-(5-fluoropyrimidin-2-yl)-7,8-dihydro-6H-furo[2',3':4,5]pyrrolo[2,3-c]pyridazine ClC1=CC2=C(N=N1)N(C1=C2OCC1)C1=NC=C(C=N1)F